CN1CCC2=CC(=C(C=C2[C@H]1CC3=CC(=C(C=C3)OC)OC)OC)OC The molecule is a benzylisoquinoline alkaloid that is (R)-tetrahydropapaverine in which the amino hydrogen has been replaced by a methyl group It is a polyether, a benzylisoquinoline alkaloid, a benzyltetrahydroisoquinoline, an aromatic ether and a tertiary amino compound. It derives from a (R)-tetrahydropapaverine. It is a conjugate base of a (R)-laudanosine(1+).